CC1=C(C(=CC=C1)C)C=1C=C2C(=NC1)N(C(N2C)=O)[C@H](CS(=O)(=O)C)C2=NC(=C(C=C2)OC)OCC (S)-6-(2,6-dimethylphenyl)-3-(1-(6-ethoxy-5-methoxypyridin-2-yl)-2-(methylsulfonyl)ethyl)-1-methyl-1H-imidazo[4,5-b]pyridin-2(3H)-one